IC=1C=C(C(=C(C(=O)OC)C1)CBr)F Methyl 5-iodo-2-(bromomethyl)-3-fluoro-benzoate